3-(1,1-difluoro-2-methylpropan-2-yl)-2-methoxypyridine FC(C(C)(C)C=1C(=NC=CC1)OC)F